(3aS)-1-oxo-tetrahydro-[1,2,3]oxathiazolo[3,4-a]pyrazine-5(3H)-carboxylic acid benzyl ester C(C1=CC=CC=C1)OC(=O)N1C[C@@H]2N(CC1)S(OC2)=O